COC1=C(C=CC=C1)C1=CC=C(C=C1)C 2-methoxy-4'-methyl-1,1'-biphenyl